S(=O)(=O)(C)C1=CC=C(C[C@H]2CC3(CN(C3)C(=O)N3CC4(C3)NC(COC4)=O)CC2)C=C1 2-[(6S)-6-(4-mesylbenzyl)-2-azaspiro[3.4]octane-2-carbonyl]-8-oxa-2,5-diazaspiro[3.5]nonan-6-one